calcium acetate monohydrate O.C(C)(=O)[O-].[Ca+2].C(C)(=O)[O-]